trans-3-[(3-chlorobenzyl)oxy]cyclobutane-1-carboxylic acid ClC=1C=C(CO[C@@H]2C[C@H](C2)C(=O)O)C=CC1